5-{4-[7-(aminocarbonyl)-2H-indazol-2-yl]benzyl}-2-benzyl-5-aza-2-azoniabicyclo[2.2.2]octane trifluoroacetate FC(C(=O)[O-])(F)F.NC(=O)C1=CC=CC2=CN(N=C12)C1=CC=C(CN2C3C[NH+](C(C2)CC3)CC3=CC=CC=C3)C=C1